3-((3R,5S)-3-methyl-5-((5-(pyrimidin-4-yl)-1H-pyrrolo[2,3-b]pyridin-4-yl)amino)piperidin-1-yl)-3-oxopropanenitrile C[C@H]1CN(C[C@H](C1)NC1=C2C(=NC=C1C1=NC=NC=C1)NC=C2)C(CC#N)=O